trifluoro-p-tolyl-3-ethoxy-4-nitrophenyl ether FC1=C(C(C(C(=C1OC1=C(C(C(C(=C1F)F)(C1=C(C=CC=C1)C)[N+](=O)[O-])OCC)F)F)OCC)([N+](=O)[O-])C1=C(C=CC=C1)C)F